tert-butyl (1S,2R,5R)-2-methyl-3-oxo-8-azabicyclo[3.2.1]octane-8-carboxylate C[C@@H]1[C@@H]2CC[C@H](CC1=O)N2C(=O)OC(C)(C)C